OC1=C(C(=CC(=C1)C)C)C1=CC=C(N=N1)N1CCC[C@@H]2CCN(C([C@H]12)=O)C |r| rac-(4aR,8aR)-1-[6-(2-hydroxy-4,6-dimethyl-phenyl)pyridazin-3-yl]-7-methyl-3,4,4a,5,6,8a-hexahydro-2H-1,7-naphthyridin-8-one